(2S,3R)-2-((R)-4-((3R,5R,8R,9S,10S,13R,14S,17R)-3-hydroxy-10,13-dimethyl-hexadecahydro-1H-cyclopenta[a]phenanthren-17-yl)pentanamido)-3-methylpentanoic acid O[C@@H]1CC[C@@]2([C@H]3CC[C@@]4([C@H](CC[C@H]4[C@@H]3CC[C@@H]2C1)[C@@H](CCC(=O)N[C@H](C(=O)O)[C@@H](CC)C)C)C)C